1-methyl-pseudouridine triphosphate P(O)(=O)(OP(=O)(O)OP(=O)(O)O)OC[C@@H]1[C@H]([C@H]([C@@H](O1)C1=CN(C(=O)NC1=O)C)O)O